anti-phenyl-cyclopropylamine C1(=CC=CC=C1)NC1CC1